3-(bromomethyl)benzene-1-sulfonamide BrCC=1C=C(C=CC1)S(=O)(=O)N